3-((13S,15S,Z)-4-fluoro-16-(hydroxymethylene)-13-methyl-17-oxo-7,8,9,11,12,13,14,15,16,17-decahydro-6H-cyclopenta[a]phenanthren-15-yl)-N-(1-methyl-1H-pyrazol-3-yl)propanamide FC1=CC=CC=2C3CC[C@@]4(C(\C(\[C@H](C4C3CCC12)CCC(=O)NC1=NN(C=C1)C)=C/O)=O)C